N-(4-(2,4-difluorophenoxy)-3-(2-(4-(3-hydroxypropoxy)-3,5-dimethylphenyl)-5-Methyl-4-oxo-4,5-dihydrofuro[3,2-c]pyridin-7-yl)phenyl)ethylsulfonamide FC1=C(OC2=C(C=C(C=C2)CCNS(=O)=O)C=2C3=C(C(N(C2)C)=O)C=C(O3)C3=CC(=C(C(=C3)C)OCCCO)C)C=CC(=C1)F